OC1C(=NC=C(C1=O)CCN1C(C=2C(C1=O)=CC(=CC2)OCC2=CC(=C(C=C2)F)F)=O)C N-(2-(3-hydroxy-2-methyl-4-oxo-pyridyl)ethyl)-4-(3,4-difluorobenzyloxy)phthalimide